ClC1=NC(=NC2=C1C=1C(=C(N=NC1)Cl)S2)SC 4,8-dichloro-2-(methylthio)pyrimido[5',4':4,5]thieno[2,3-d]pyridazine